C(#N)C(NC(=O)[C@@H]1[C@@H]2[C@H](CN1C([C@H](C(C)(C)C)NC(C(F)(F)F)=O)=O)C21CC1)C1=NN=CC2=CC=CC=C12 (1R,2S,5S)-N-[cyano(phthalazin-1-yl)methyl]-3-[(2S)-3,3-dimethyl-2-[(2,2,2-trifluoroacetyl)amino]butanoyl]spiro[3-azabicyclo[3.1.0]hexane-6,1'-cyclopropane]-2-carboxamide